BrC1=CC(=CC(=N1)N[C@@H]1CN(CCC1)C(=O)OC(C)(C)C)OC tert-butyl (S)-3-((6-bromo-4-methoxypyridin-2-yl)amino)piperidine-1-carboxylate